e-diaza-s-indacene N1=NC=C2C=C3C=CC=C3C=C12